ClC=1C=C(C(=O)NC2=C3C(N(C=NC3=CC=C2)CCC2=C(C=CC=C2)OC)=O)C=CC1O 3-chloro-4-hydroxy-N-(3-(2-methoxyphenylethyl)-4-oxo-3,4-dihydroquinazolin-5-yl)benzamide